[Pb].C(C=C)(=O)NC(CS(=O)(=O)O)(C)C 2-acrylamido-2-methyl-1-propanesulfonic acid lead